C(C1=CC=CC=C1)(=O)NC1=C2N=CN(C2=NC=N1)[C@H]1C[C@@H](CO1)O (2R,3S,5R)-5-(6-benzamido-9H-purin-9-yl)-3-hydroxytetrahydrofuran